(Z)-N-(2-(benzyl-(propyl)amino)-6-(2-(N'-hydroxycarbamimidoyl)phenyl)pyridin-4-yl)-2-(p-tolyl)acetamide C(C1=CC=CC=C1)N(C1=NC(=CC(=C1)NC(CC1=CC=C(C=C1)C)=O)C1=C(C=CC=C1)/C(/N)=N/O)CCC